NNNNCCCCCCCCCCCCCCCCCCCCCCCCCCCCCCC tetraazapentatricontane